NC1=NC=CC2=CC=C(C=C12)C1=CC2=C(SC=C2C(=O)NCCN(C)C)C=C1 5-(1-aminoisoquinolin-7-yl)-N-(2-(dimethylamino)ethyl)benzo[b]thiophene-3-carboxamide